C(CCCCCCCC)[C@]([C@H](CO)O)(O)[C@](O)(COCCCCCCCCC)CCCCCCCCC 3,4,5-O-trinonyl-xylitol